decene oxide C1C(CCCCCCCC)O1